4-(2-Propenyl)-2,6-dimethoxyphenol C(C=C)C1=CC(=C(C(=C1)OC)O)OC